(1,3-dioxoisobenzofuran-5-yl) 1,3-dioxoisobenzofuran-5-carboxylate O=C1OC(C2=CC(=CC=C12)C(=O)OC=1C=C2C(OC(C2=CC1)=O)=O)=O